CN1CC(CC1)[C@@H]1CN(CCN1C1=NC=2N(C=C1)N=CC2C=2C(=NC=CC2)OC2CC2)C(=O)[O-] (R)-3-(methylpyrrolidin-3-yl)-4-(3-(2-cyclopropoxypyridin-3-yl)pyrazolo[1,5-a]pyrimidin-5-yl)piperazine-1-carboxylate